C(C1=CC=CC=C1)(=O)OC[C@H](C(=O)NC(C(C)(C)OC)C1=CC=C(C=C1)OCC12CCC(CC1)CC2)C2=CC=CC=C2 (2R)-3-((1-(4-(bicyclo[2.2.2]octan-1-ylmethoxy)phenyl)-2-methoxy-2-methylpropyl)amino)-3-oxo-2-phenylpropyl benzoate